3-(1,3-benzodioxol-5-yl)-6-(4-fluorophenyl)imidazo[1,2-b]pyridazine O1COC2=C1C=CC(=C2)C2=CN=C1N2N=C(C=C1)C1=CC=C(C=C1)F